FC1=C(OC2=C[C@@]3(C(CN(C3)C[C@H](O)C3=CC4=C(NC(SC4)=O)C=C3)=C2)O)C=CC=C1 6-((R)-2-((3aS,5S,6aR)-5-(2-fluorophenoxy)-3a-hydroxycyclopenta[c]pyrrol-2(1H)-yl)-1-hydroxyethyl)-1,4-dihydro-2H-benzo[d][1,3]thiazin-2-one